CN(C(=O)C1=CC2=C(N=C(N=C2)NC2=NC=C(C=C2)N2CC(CC2)N)N1C1CCCC1)C 2-[5-(3-Amino-pyrrolidin-1-yl)-pyridin-2-ylamino]-7-cyclopentyl-7H-pyrrolo[2,3-d]pyrimidine-6-carboxylic acid dimethylamide